N1C=CC2=CC=CC(=C12)CC(=O)O 1H-indole-7-acetic acid